C(C)OCCNC 2-ethoxy-N-methylethan-1-amine